CC=1C(=NN(C1)C1COC1)[N+](=O)[O-] 4-Methyl-3-nitro-1-(oxetan-3-yl)-1H-pyrazole